1-(((1-(5-fluoro-1H-pyrrolo[2,3-b]pyridin-3-yl)-6-oxo-1,6-dihydropyridazin-3-yl)amino)methyl)cyclopropane-1-carboxylic acid FC=1C=C2C(=NC1)NC=C2N2N=C(C=CC2=O)NCC2(CC2)C(=O)O